N-(2-((2-((3S,4R)-3-fluoro-4-(trifluoromethoxy)piperidin-1-yl)pyridin-4-yl)amino)-8-isopropyl-5-((2R,3S)-2-methyl-3-((methylsulfonyl)methyl)azetidin-1-yl)quinazolin-7-yl)acrylamide F[C@H]1CN(CC[C@H]1OC(F)(F)F)C1=NC=CC(=C1)NC1=NC2=C(C(=CC(=C2C=N1)N1[C@@H]([C@H](C1)CS(=O)(=O)C)C)NC(C=C)=O)C(C)C